NC1=C(C(=CC(=C1)S(=O)(=O)C1=CC=CC=C1)Cl)O 2-Amino-4-(benzenesulfonyl)-6-chlorophenol